tetrahydro-furan-3-one O1CC(CC1)=O